C1COC2=CSC=C2O1 34-ethylenedioxythiophene